diethylene glycol e-glycolate C(CO)(=O)OCCOCCO